BrC(C(=O)OCC)COC ethyl 2-bromo-3-methoxypropanoate